N1(CCCCCCC1)C=1C2=C(N=C(N1)OC[C@]13CCCN3C[C@@H](C1)F)C(=C(N=C2)C2=CC(=CC1=CC=C(C(=C21)CC)F)O)F 4-(4-(azocan-1-yl)-8-fluoro-2-(((2R,7aS)-2-fluorohexahydro-1H-pyrrolizin-7a-yl)methoxy)pyrido[4,3-d]pyrimidin-7-yl)-5-ethyl-6-fluoronaphthalen-2-ol